2-[(3-{6-[(4-chloro-2-fluorophenoxy)methyl]-3-fluoropyridin-2-yl}-2,5-dihydro-1H-pyrrol-1-yl)methyl]-1-{[(2S)-oxetan-2-yl]methyl}-1H-1,3-benzodiazole-6-carboxylic acid ClC1=CC(=C(OCC2=CC=C(C(=N2)C=2CN(CC2)CC2=NC3=C(N2C[C@H]2OCC2)C=C(C=C3)C(=O)O)F)C=C1)F